tert-butyl (6R)-2-(7-(2,4-difluoro-6-isopropoxyphenyl)-4-(1-methyl-1H-pyrazol-4-yl)thieno[3,2-c]pyridin-6-yl)-6-methyl-6,7-dihydropyrazolo[1,5-a]pyrazine-5(4H)-carboxylate FC1=C(C(=CC(=C1)F)OC(C)C)C=1C2=C(C(=NC1C1=NN3C(CN([C@@H](C3)C)C(=O)OC(C)(C)C)=C1)C=1C=NN(C1)C)C=CS2